3-Propylamino-2-methyl-propan C(CC)NCC(C)C